2,3-Dibutylheptanoic acid ethyl ester C(C)OC(C(C(CCCC)CCCC)CCCC)=O